(1S,2R,5S)-2-chloromethyl-5-(4-fluorobenzyl)-2-methyl-1-(1H-1,2,4-triazole-1-ylmethyl)cyclopentanol ClC[C@]1([C@]([C@@H](CC1)CC1=CC=C(C=C1)F)(O)CN1N=CN=C1)C